BrC1=C(C=CC=C1)C1=NC2=CC=CC=C2C=N1 2-(2-bromophenyl)quinazoline